(8-(4-methoxyphenyl)-1,3,4,5-tetrahydro-2H-pyrido[4,3-b]indol-2-yl)(pyridin-3-yl)methanone COC1=CC=C(C=C1)C1=CC=2C3=C(NC2C=C1)CCN(C3)C(=O)C=3C=NC=CC3